N[C@H](C(=O)O)CC1=CC=C(C=C1)C1=CNC(C=C1)=O (S)-2-amino-3-(4-(6-oxo-1,6-dihydropyridin-3-yl)phenyl)propanoic acid